FC=1C(=C(C=CC1O)[C@H]1C(O[C@]([C@H]1C)(C(F)(F)F)C)O)OC (3s,4s,5r)-3-(3-fluoro-4-hydroxy-2-methoxyphenyl)-4,5-dimethyl-5-(trifluoromethyl)tetrahydrofuran-2-ol